1,7,7-trimethyl-3-((1',3',3'-trimethyl-spiro[benzopyran-2,2'-indoline]-6-yl)methylene)bicyclo[2.2.1]heptan-2-one CC12C(C(C(CC1)C2(C)C)=CC=2C=CC1=C(C=CC3(N(C4=CC=CC=C4C3(C)C)C)O1)C2)=O